[N+](=O)([O-])C1=C2C(=CC=NC2=C(C=C1)O)N1CCCC1 5-nitro-4-(pyrrolidin-1-yl)quinolin-8-ol